4-(6-bromo-1,3-dioxo-1H-benzo[de]isoquinolin-2(3H)-yl)benzoic acid BrC=1C=CC=2C(N(C(C3=CC=CC1C23)=O)C2=CC=C(C(=O)O)C=C2)=O